2,6-dichloropyrimidine-5-carboxamide ClC1=NC(=C(C=N1)C(=O)N)Cl